(S)-2-((1-(3,6-dimethyl-2-(4-morpholinophenyl)-4-oxo-4H-chromen-8-yl)ethyl)amino)benzoic acid CC1=C(OC2=C(C=C(C=C2C1=O)C)[C@H](C)NC1=C(C(=O)O)C=CC=C1)C1=CC=C(C=C1)N1CCOCC1